IC1=NN(C=C1C#N)COCC[Si](C)(C)C 3-iodo-1-(2-trimethylsilylethoxymethyl)pyrazole-4-carbonitrile